5-iodo-2-chloro-4-(methoxycarbonyl)benzoic acid IC=1C(=CC(=C(C(=O)O)C1)Cl)C(=O)OC